1-(1-((2-(3,5-dichlorophenyl)-6-((2-(4-methylpiperazin-1-yl)pyrimidin-5-yl)oxy)pyridin-4-yl)methyl)piperidin-4-yl)propan-2-one ClC=1C=C(C=C(C1)Cl)C1=NC(=CC(=C1)CN1CCC(CC1)CC(C)=O)OC=1C=NC(=NC1)N1CCN(CC1)C